P(O)(O)[O-].[K+].C(C)C1C(CNCC1)C1=NC=CC(=C1)OC1=CC(=CC=C1)OC 2-(4-ethyl-3-piperidyl)-4-(3-methoxyphenoxy)pyridine potassium dihydrogenphosphite